(2S,3S)-3-(4-bromothiazol-2-yl)-2-((tert-butoxycarbonyl)amino)-3-(2,2-difluoroethoxy)propanoic acid BrC=1N=C(SC1)[C@H]([C@@H](C(=O)O)NC(=O)OC(C)(C)C)OCC(F)F